1-octadecanoyl-2-(9Z,11Z,13Z,15Z,17Z-eicosapentaenoyl)-sn-glycero-3-phosphocholine CCCCCCCCCCCCCCCCCC(=O)OC[C@H](COP(=O)([O-])OCC[N+](C)(C)C)OC(=O)CCCCCCC/C=C\C=C/C=C\C=C/C=C\CC